NC[C@@H]1CN(CCC1)C1=C(C(=C(C(=N1)SC(C(=O)N)C1=CC=C(C=C1)F)C#N)CC)C#N 2-((6-((R)-3-(aminomethyl)piperidin-1-yl)-3,5-dicyano-4-ethylpyridin-2-yl)thio)-2-(4-fluorophenyl)acetamide